N-(1-methylpiperidin-4-yl)-3-(2,2,2-trifluoroethyl)thieno[3,2-b]pyridin-7-amine CN1CCC(CC1)NC1=C2C(=NC=C1)C(=CS2)CC(F)(F)F